1-(isoquinolin-7-ylmethyl)-N-(3-(4-methyl-1H-imidazol-1-yl)-5-(trifluoromethyl)phenyl)indoline-6-carboxamide C1=NC=CC2=CC=C(C=C12)CN1CCC2=CC=C(C=C12)C(=O)NC1=CC(=CC(=C1)C(F)(F)F)N1C=NC(=C1)C